NC=1C2=C(N=CN1)N(C=C2C2=CC=C(C=1N2C=C(N1)F)NC(=O)NC1=NOC(=C1)C1(CC1)C(F)(F)F)C1CC1 1-(5-(4-amino-7-cyclopropyl-7H-pyrrolo[2,3-d]pyrimidin-5-yl)-2-fluoroimidazo[1,2-a]-pyridin-8-yl)-3-(5-(1-(tri-fluoromethyl)cyclopropyl)-isoxazol-3-yl)urea